N1=CCC2(C3=CC=CC=C13)CC2 spiro[cyclopropane-1,4'-quinoline]